N[C@@H](CCC(=O)[O-])C(=O)OC(CCCCCCCCC=C)=O.[Na+] Sodium Undecylenoyl Glutamate